FC=1C=C(CNC2=C3N=CN(C3=NC=N2)[C@H]2[C@@H](O)[C@H](O)[C@H](O2)CO)C=C(C1)C(F)(F)F 6-(3-fluoro-5-(trifluoromethyl)benzylamino)-9-β-D-arabinofuranosylpurine